octyl perfluoro-acrylate FC(C(=O)OCCCCCCCC)=C(F)F